CC1(C(C(CCC1)=C)CCC(C(C)O)=C)C 5-(2,2-Dimethyl-6-methylenecyclohexyl)-3-methylenepentan-2-ol